[F-].C[NH+]1C=C(C=C1)C 1,3-dimethylpyrrolium fluoride salt